tert-butyl (2S,4R)-2-methyl-4-((3-(5-methyl-2,4-dioxo-3,4-dihydropyrimidin-1(2H)-yl)pyrazolo[1,5-a]pyridin-5-yl)methyl)piperidine-1-carboxylate C[C@@H]1N(CC[C@H](C1)CC1=CC=2N(C=C1)N=CC2N2C(NC(C(=C2)C)=O)=O)C(=O)OC(C)(C)C